The molecule is an omega-hydroxy fatty acid ascaroside that is bhos#20 in which the hydroxy group at position 4 of the ascarylopyranose moiety has been has been converted to the corresponding 1H-indole-3-carboxylate ester. It is a metabolite of the nematode Caenorhabditis elegans. It has a role as a Caenorhabditis elegans metabolite. It is a 3-hydroxy carboxylic acid, a 4-O-(1H-indol-3-ylcarbonyl)ascaroside, an omega-hydroxy fatty acid ascaroside and a monocarboxylic acid. It derives from a bhos#20 and a (3R)-3,12-dihydroxylauric acid. C[C@H]1[C@@H](C[C@H]([C@@H](O1)OCCCCCCCCC[C@H](CC(=O)O)O)O)OC(=O)C2=CNC3=CC=CC=C32